1-(4-(5-(1H-pyrazolo[4,3-b]pyridin-7-yl)pyridin-3-yl)phenyl)pyrrolidin-2-one N1N=CC2=NC=CC(=C21)C=2C=C(C=NC2)C2=CC=C(C=C2)N2C(CCC2)=O